C(C)(=O)OC1C(OC(C(C1OC(C)=O)OC(C)=O)COC(C)=O)[S-] 3,4,5-triacetyloxy-6-(acetyloxy-methyl)oxane-2-thiolate